2-[(Propoxycarbonyl)amino]ethylmethacrylat C(CC)OC(=O)NCCOC(C(=C)C)=O